(2-Aminophenyl)(phenyl)methanol NC1=C(C=CC=C1)C(O)C1=CC=CC=C1